O=C1N(CC(NC1)=O)CCC(=O)O 3-(2,5-dioxopiperazin-1-yl)propanoic acid